potassium xylonate O=C([C@H](O)[C@@H](O)[C@H](O)CO)[O-].[K+]